3-(2-(2-(3-aminopropoxy)ethoxy)propyl)5-((4S)-2-oxohexahydro-1H-thieno[3,4-d]imidazol-4-yl)pentanamide NCCCOCCOC(CC(CC(=O)N)CC[C@@H]1SCC2NC(NC21)=O)C